FC1(CCN(CC1)C(=O)C1=C(C=C(C=C1)C1=NN=C(N1)C)C=1SC=C(N1)C(=O)O)F 2-[2-(4,4-difluoropiperidine-1-carbonyl)-5-(5-methyl-4H-1,2,4-triazol-3-yl)phenyl]thiazole-4-carboxylic acid